1-(2,6-dichlorophenyl)-4-((1-(pyridin-2-yl)-1H-imidazol-4-yl)amino)-1H-pyrazole-3-carboxamide ClC1=C(C(=CC=C1)Cl)N1N=C(C(=C1)NC=1N=CN(C1)C1=NC=CC=C1)C(=O)N